(2S,3R,4R,5S)-6-methyltetrahydro-2H-pyran-2,3,4,5-tetrol CC1[C@H]([C@H]([C@H]([C@H](O1)O)O)O)O